[(dimethylamino)({3H-[1,2,3]triazolo[4,5-b]pyridin-3-yloxy})methylidene]dimethylazanium CN(C)C(ON1N=NC=2C1=NC=CC2)=[N+](C)C